3-hydroxypropyltrimethoxysilane OCCC[Si](OC)(OC)OC